C(CC)NC(=O)C1C(OCCC1)C(=O)N[C@@H]([C@@H](C)CC)C(=O)N1[C@@H](CCC1)C(=O)O N-(3-propylcarbamoyloxane-2-carbonyl)-isoleucyl-proline